ClC=1C(=C(C2=C(CCCS2)C1)C(=O)[O-])F.[Na+] Sodium 6-chloro-7-fluoro-3,4-dihydro-2H-1-benzothiopyran-8-carboxylate